O=C1NC(CCC1SC1=CC=C(C=C1)C=1CCN(CC1)C(=O)OC(C)(C)C)=O tert-butyl 4-(4-((2,6-dioxopiperidin-3-yl) thio) phenyl)-3,6-dihydropyridine-1(2H)-carboxylate